[C@H](C)(CC)[C@@H]1N(C2=CC=CC=C2NC1=O)C(=O)NC1CC(C1)O (S)-2-((S)-sec-butyl)-N-((1R,3S)-3-hydroxycyclobutyl)-3-oxo-3,4-dihydroquinoxaline-1(2H)-carboxamide